ClC1=CC=C(C=O)C=C1 4-Chlorobenzaldehyde